NC=1C(=CC(=C(C1)C=1N=C(SC1)C(=O)NCC1CC1)F)N1C[C@@H](N([C@@H](C1)C)C)C 4-(5-amino-2-fluoro-4-((3S,5R)-3,4,5-trimethylpiperazin-1-yl)phenyl)-N-(cyclopropylmethyl)thiazole-2-carboxamide